3-((dimethylamino)methyl)-2-fluoro-5-(2-(4-fluoro-2-methylphenoxy)-4-(trifluoromethyl)benzamido)benzoic acid CN(C)CC=1C(=C(C(=O)O)C=C(C1)NC(C1=C(C=C(C=C1)C(F)(F)F)OC1=C(C=C(C=C1)F)C)=O)F